C(C1=CC=CC=C1)OC(=O)N1CCC(CC1)CN1C(=NC=2C1=C1C(=NC2N)C=C(S1)C)CCCC 4-((4-Amino-2-butyl-7-methyl-1H-imidazo[4,5-d]thieno[3,2-b]pyridin-1-yl)methyl)piperidine-1-Carboxylic acid benzyl ester